FC1=C(C=CC=C1)CC(=O)NC1=CC(=C(C=C1)N1N=CC(=C1)C(C)C)S(N)(=O)=O 2-(2-fluorophenyl)-N-[4-(4-isopropyl-1H-pyrazol-1-yl)-3-sulfamoylphenyl]acetamide